tert-Butyl 3-[2-(1-hydroxycyclopentyl)ethynyl]azetidine-1-carboxylate OC1(CCCC1)C#CC1CN(C1)C(=O)OC(C)(C)C